FC=1C=C2C(=CNC2=CC1)CCN(C(C)C=C)C N-(2-(5-fluoro-1H-indol-3-yl)ethyl)-N-methylbut-3-en-2-amine